Tert-butyl (7-((4-methyl-5-phenylthiazol-2-yl)amino)-7-oxoheptyl)carbamate CC=1N=C(SC1C1=CC=CC=C1)NC(CCCCCCNC(OC(C)(C)C)=O)=O